CO[C@@H]1[C@H](C[C@@H](OC1)C=O)NC ((2r,4S,5r)-5-methoxy-4-(methylamino)tetrahydro-2H-pyran-2-yl)methanone